Cl.NC=1C(=NC(=CN1)C=1C=NN(C1)C1CCN(CC1)CCCC1CCNCC1)C(=O)O[C@@H](C(=O)NC1=CC=C(C=C1)F)C1=CC=CC=C1 (R)-2-((4-fluorophenyl)amino)-2-oxo-1-phenylethyl 3-amino-6-(1-(1-(3-(piperidin-4-yl)propyl)piperidin-4-yl)-1H-pyrazol-4-yl)pyrazine-2-carboxylate hydrochloride